2-(4-Cyano-phenoxy)-N-(5,6-dimethoxy-benzothiazol-2-yl)-2-[4-(2-methoxy-ethoxy)-phenyl]-acetamide C(#N)C1=CC=C(OC(C(=O)NC=2SC3=C(N2)C=C(C(=C3)OC)OC)C3=CC=C(C=C3)OCCOC)C=C1